C1(OC=CC=2NC=3C=CC=CC3C21)=O pyrano[4,3-b]indol-1(5H)-one